nonenoic acid sodium [Na].C(C=CCCCCCC)(=O)O